6-Bromo-8-[(1-tert-butoxycarbonyl-4-hydroxy-piperidin-4-ylmethyl)-amino]-imidazo[1,2-a]pyrazine-2-carboxylic acid ethyl ester C(C)OC(=O)C=1N=C2N(C=C(N=C2NCC2(CCN(CC2)C(=O)OC(C)(C)C)O)Br)C1